((6-(difluoromethoxy)-2-(3'-(5-(2-hydroxyethyl)-4,5,6,7-tetrahydrooxazolo[4,5-c]pyridin-2-yl)-2,2'-dimethyl-[1,1'-biphenyl]-3-yl)benzo[d]oxazol-5-yl)methyl)-L-proline FC(OC1=CC2=C(N=C(O2)C=2C(=C(C=CC2)C2=C(C(=CC=C2)C=2OC3=C(CN(CC3)CCO)N2)C)C)C=C1CN1[C@@H](CCC1)C(=O)O)F